ClC1=CC=C(CC2=NC(=CC=C2)OC2CCNCC2)C=C1 2-(4-chlorobenzyl)-6-(piperidin-4-yloxy)pyridine